CC1=C(C=CC=C1COC=1C=C2C[C@@H]([C@@H](C2=CC1)NCCN1CCOCC1)O)C1=CC=CC=C1 (1R,2S)-5-((2-methyl-[1,1'-biphenyl]-3-yl)methoxy)-1-((2-morpholinoethyl)amino)-2,3-dihydro-1H-inden-2-ol